tert-butyl (S)-4-((3S,4S)-4-((tert-butyldiphenylsilyl)oxy)-3-cyanotetrahydrofuran-3-yl)-3-methylpiperazine-1-carboxylate [Si](C1=CC=CC=C1)(C1=CC=CC=C1)(C(C)(C)C)O[C@H]1[C@@](COC1)(C#N)N1[C@H](CN(CC1)C(=O)OC(C)(C)C)C